OCCNC(=O)C=1C=C(C=CC1)C=1C=C(C=CC1)[C@@H](C)NC(C1=C(C=CC(=C1)N1CCN(CC1)C)C)=O N-[(1R)-1-[3-[3-(2-hydroxyethylcarbamoyl)phenyl]phenyl]ethyl]-2-methyl-5-(4-methylpiperazin-1-yl)benzamide